(3-fluorophenyl)-((5-(3-methyl-4-propoxyphenyl)thiophen-2-yl)methyl)quinoxaline-2-carboxamide FC=1C=C(C=CC1)C1=C2N=C(C(=NC2=CC=C1)C(=O)N)CC=1SC(=CC1)C1=CC(=C(C=C1)OCCC)C